C(=O)O.ClC1=CC=C2C(=CN(C2=C1)C=1N=NN(C1)CCN)C=1C=NNC1 2-[4-[6-chloro-3-(1H-pyrazol-4-yl)indol-1-yl]triazol-1-yl]ethanamine formic acid salt